BrC1=CC=C2C=C(C(=NC2=C1)C)CC(=O)O 2-(7-bromo-2-methylquinolin-3-yl)acetic acid